(3R)-3-(2-chlorothiazol-5-yl)-8-methyl-7-oxo-6-phenyl-2,3-dihydrothiazolo[3,2-a]Pyrimidin-4-ium-5-ol ClC=1SC(=CN1)[C@H]1CSC2=[N+]1C(=C(C(N2C)=O)C2=CC=CC=C2)O